5,6,7,8-tetrahydroquinazolin-4-ol N1=CN=C(C=2CCCCC12)O